5'-((2-cyclopropyl-2-oxoethyl)amino)spiro[cyclopropane-1,1'-isoindole] C1(CC1)C(CNC=1C=C2C=NC3(C2=CC1)CC3)=O